5-(4,5-dioxaborolan-2-yl)-2-pyrimidinamine B1C(COO1)C=1C=NC(=NC1)N